3-fluoro-5-(3-methyl-1H-1,2,4-triazol-1-yl)-2-(7-(2,2,6,6-tetramethyl-1,2,3,6-tetrahydropyridin-4-yl)imidazo[1,2-a]pyrimidin-2-yl)phenol FC=1C(=C(C=C(C1)N1N=C(N=C1)C)O)C=1N=C2N(C=CC(=N2)C=2CC(NC(C2)(C)C)(C)C)C1